BrC=1C(=NN2C1OCCC2)C2=NC=C(C=C2)F 3-Bromo-2-(5-fluoropyridin-2-yl)-6,7-dihydro-5H-pyrazolo[5,1-b][1,3]oxazine